O[C@H]([C@H](C)O)C1=C(C=C(C2=C1CCO2)C2=CC=C(C=C2)OC(F)(F)F)CNC(C=C)=O N-((4-((1S,2S)-1,2-Dihydroxypropyl)-7-(4-(trifluoromethoxy)phenyl)-2,3-dihydrobenzofuran-5-yl)methyl)acrylamide